NC=1N=C(C2=C(N1)N(C(C(=C2)C2=CC=NN2)=O)CC)C 2-Amino-8-ethyl-4-methyl-6-(1H-pyrazol-5-yl)pyrido[2,3-d]pyrimidin-7(8H)-one